(2S,3S)-diphenyl-ethylenediamine C1(=CC=CC=C1)NCCNC1=CC=CC=C1